C(\C=C/C(=O)[O-])(=O)OCCCC butyl maleate